N(C(=O)C)C1=CC=C(OC2(C(C(C2(F)F)(F)F)(OC2=CC=C(C=C2)NC(=O)C)F)F)C=C1 1,2-bis(4-acetaminophenoxy)hexafluorocyclobutane